FC(C(C(C)F)(F)F)F 1,1,2,2,3-pentafluorobutane